1-(tert-butyl) 2-methyl (2S)-6-methoxypiperidine-1,2-dicarboxylate COC1CCC[C@H](N1C(=O)OC(C)(C)C)C(=O)OC